C(C(C)C)(=O)OC1=C(C=C(C=C1)\C=C\C(=O)NCC1=C(C=CC=C1)Br)OC (E)-4-(3-((2-bromobenzyl) amino)-3-oxoprop-1-en-1-yl)-2-methoxyphenyl isobutyrate